The molecule is a pyrimidone that is uracil with methyl group substituents at positions 1 and 3. It has a role as a metabolite. It derives from a uracil. CN1C=CC(=O)N(C1=O)C